5-amino-4-fluoro-N-(1-(methoxymethyl)cyclopropyl)-2-methylbenzamide NC=1C(=CC(=C(C(=O)NC2(CC2)COC)C1)C)F